Cl.FC1=C2C=C(N=NC2=CC(=C1)C=1CCNCC1)C1=CC2=CN(N=C2C(=C1)C#N)C 5-[5-Fluoro-7-(1,2,3,6-tetrahydropyridin-4-yl)cinnolin-3-yl]-2-methyl-2H-indazole-7-carbonitrile hydrochloride